C12(CC3CC(CC(C1)C3)C2)CC(COC2=NC(=NC(=C2)C2=C(C=CC=C2C)C)NS(=O)(=O)C=2C=C(C(=O)O)C=CC2)N 3-[[4-[3-(1-adamantyl)-2-amino-propoxy]-6-(2,6-dimethylphenyl)pyrimidin-2-yl]sulfamoyl]benzoic acid